FC(CC(CCOCCO)NC(OC(C)(C)C)=O)(CC)F tert-butyl (5,5-difluoro-1-(2-hydroxyethoxy)heptan-3-yl)carbamate